ClC1=CC(=C(COC2=CC=CC(=N2)C2CCN(CC2)CC2=NC3=C(N2CC2CN(CCO2)C)C=C(C=C3)C(=O)O)C=C1)F 2-[(4-{6-[(4-chloro-2-fluorobenzyl)oxy]pyridin-2-yl}piperidin-1-yl)methyl]-1-[(4-methylmorpholin-2-yl)methyl]-1H-benzimidazole-6-carboxylic acid